2-(5-(1-methyl-1H-indazol-5-yl)-1H-pyrrolo[2,3-b]pyridin-4-yl)-2,6-diazaspiro[3.4]octan-7-one CN1N=CC2=CC(=CC=C12)C=1C(=C2C(=NC1)NC=C2)N2CC1(C2)CNC(C1)=O